COC1=C(C=NC=C1)OCC12CCOC(C1)C2 5-(((4-methoxypyridin-3-yl)oxy)methyl)-2-oxabicyclo[3.1.1]heptan